(4-fluorophenyl)-3-(cis-3-(((S)-4,7,8-trimethyl-6-oxo-5,6,7,8-tetrahydropteridin-2-yl)amino)cyclobutyl)urea FC1=CC=C(C=C1)NC(=O)N[C@@H]1C[C@@H](C1)NC1=NC=2N([C@H](C(NC2C(=N1)C)=O)C)C